diphenyl ((5-chloro-2-fluorophenyl)(phenylamino)methyl)phosphonate ClC=1C=CC(=C(C1)C(NC1=CC=CC=C1)P(OC1=CC=CC=C1)(OC1=CC=CC=C1)=O)F